methyl (5'-methyl-6'-oxo-4-(trifluoromethyl)-1',6'-dihydro-[3,2':4',4''-terpyridin]-2''-yl)carbamate CC1=C(C=C(NC1=O)C=1C=NC=CC1C(F)(F)F)C1=CC(=NC=C1)NC(OC)=O